C(C1=CC=CC=C1)OC1=NC(=CC=C1N1C(N(C2=C1C=CC(=C2)C2=CC=C(C=C2)C[C@H]2[C@@H](C2)C(=O)O)C)=O)OCC2=CC=CC=C2 (1R,2S)-2-[[4-[1-(2,6-dibenzyloxy-3-pyridyl)-3-methyl-2-oxo-benzimidazol-5-yl]phenyl]methyl]cyclopropanecarboxylic acid